Cl.Cl.NC1=CN=CC(=N1)C=1N=C(C=2N(C1)C=CN2)NC2=CC=C(C=C2)N2CCN(CC2)C2CCNCC2 6-(6-aminopyrazin-2-yl)-N-[4-[4-(4-piperidyl)piperazin-1-yl]phenyl]imidazo[1,2-a]pyrazin-8-amine dihydrochloride